SC(C)[Si](OC)(OC)OC 1-mercaptoethyl-trimethoxysilane